NC1=NC=NN2C1=C(C=C2C=2C=NC(=C(C(=O)N[C@@H]1CN(C[C@@H]1F)S(=O)(=O)C1CC1)C2)OC([2H])([2H])[2H])CN2CC(C2)(F)F 5-{4-amino-5-[(3,3-difluoroazetidin-1-yl)methyl]pyrrolo[2,1-f][1,2,4]triazin-7-yl}-N-[(3R,4S)-1-(cyclopropanesulfonyl)-4-fluoropyrrolidin-3-yl]-2-(methoxy-d3)nicotinamide